ONCCC1=CC=C(C=C1)C hydroxy-4-methylphenethylamine